COC(=O)[C@@]1(CN(CC=C1F)CC)C (S)-1-ethyl-4-fluoro-3-methyl-1,2,3,6-tetrahydropyridine-3-carboxylic acid methyl ester